2-bromo-1-(4-(trifluoromethyl)-1-((2-(trimethylsilyl)ethoxy)methyl)-1H-pyrrol-3-yl)ethanone BrCC(=O)C1=CN(C=C1C(F)(F)F)COCC[Si](C)(C)C